2-HYDROXY-5-ISOPROPYL-BENZALDEHYDE OC1=C(C=O)C=C(C=C1)C(C)C